dimethyl-3,4-dihydro-2,7-naphthyridine-1,6(2H,7H)-dione CC1N(C(C2=CNC(C=C2C1)=O)=O)C